(2S,3S,4S,5R,6R)-3,4,5-tris(acetyloxy)-6-bromooxane-2-carboxylic acid methyl ester COC(=O)[C@H]1O[C@@H]([C@@H]([C@H]([C@@H]1OC(C)=O)OC(C)=O)OC(C)=O)Br